O1C(OCC1)C1CN(CC1)C=1C=CC(=NC1)[N+](=O)[O-] 5-(3-(1,3-dioxolan-2-yl)pyrrolidin-1-yl)-2-nitropyridine